(1R,2R,4S)-2-fluoro-4-(((5-fluoro-2-((4-morpholinophenyl)amino)pyrimidin-4-yl)oxy)methyl)cyclohexan-1-ol F[C@H]1[C@@H](CC[C@@H](C1)COC1=NC(=NC=C1F)NC1=CC=C(C=C1)N1CCOCC1)O